CN(CCN(C1=C(C=C(C(=C1)OCC)N)[N+](=O)[O-])C)C N1-(2-(dimethylamino)ethyl)-5-ethoxy-N1-methyl-2-nitrobenzene-1,4-diamine